FC1=CC=C(C=C1)C1=CC=CC=C1O[C@@H]1CNCC1 4'-fluoro-6-(((S)-pyrrolidin-3-yl)oxy)-[1,1'-biphenyl]